2-(5,5-dimethyl-3-(4-thiomorpholinylstyryl)cyclohex-2-en-1-ylidene)malononitrile CC1(CC(=CC(C1)=C(C#N)C#N)C=CC1=CC=C(C=C1)N1CCSCC1)C